Diisooctyl succinate sodium salt [Na].C(CCC(=O)OCCCCCC(C)C)(=O)OCCCCCC(C)C